methyl 4-[3-(tert-butoxycarbonylamino)cyclobutoxy]-3-hydroxy-benzoate C(C)(C)(C)OC(=O)NC1CC(C1)OC1=C(C=C(C(=O)OC)C=C1)O